N[C@@H](CCCNC(N)=N)C(=O)O |r| racemic-arginine